ClC1=C(C=C2C(=C(NC2=C1)C)C(=O)NOC)C=1C(=NC(=CC1)N(C)C)OC 6-chloro-5-(6-(dimethylamino)-2-methoxypyridin-3-yl)-N-methoxy-2-methyl-1H-indole-3-carboxamide